C(C=C)N(S(=O)(=O)C1=CC=C(C=C1)C)C1=C(C=C(C=C1)OC)C(=C)C1=CC=CC=C1 N-allyl-N-(4-methoxy-2-(1-phenylvinyl)phenyl)-4-methylbenzenesulfonamide